3-(3-((4-chloro-3-methylphenyl)amino)-2,5-dioxo-2,5-dihydro-1H-pyrrol-1-yl)piperidine-2,6-dione ClC1=C(C=C(C=C1)NC=1C(N(C(C1)=O)C1C(NC(CC1)=O)=O)=O)C